Perfluorophenyl (4aS,6aR,6bS,8aR,12aS,14aR,14bS)-11-cyano-2,2,6a,6b,9,9,12a-heptamethyl-10,14-dioxo-1,3,4,5,6,6a,6b,7,8,8a,9,10,12a,14,14a,14b-hexadecahydropicene-4a(2H)-carboxylate C(#N)C=1C(C([C@@H]2CC[C@]3([C@@]4(CC[C@]5(CCC(C[C@H]5[C@H]4C(C=C3[C@]2(C1)C)=O)(C)C)C(=O)OC1=C(C(=C(C(=C1F)F)F)F)F)C)C)(C)C)=O